COC(C1=C(C=CC=C1)C1=NOC(=N1)C12OCC(CC1)(CC2)COC(C)=O)=O (5-(4-(acetoxymethyl)-2-oxabicyclo[2.2.2]oct-1-yl)-1,2,4-oxadiazol-3-yl)benzoic acid methyl ester